NC(C(=O)OCC)C ethyl 2-aminopropanoate